(2S)-N-{(1S)-1-cyano-2-[4-(5-cyanothiophen-2-yl)phenyl]ethyl}-1,4-oxazepan-2-carboxamide C(#N)[C@H](CC1=CC=C(C=C1)C=1SC(=CC1)C#N)NC(=O)[C@H]1OCCCNC1